BrC1=C(C=C2C(=NC(=NC2=C1F)OC[C@H]1N(CCC1)C)N1CCN(CC1)C(=O)OC(C)(C)C)C1=COC=C1 Tert-butyl 4-[7-bromo-8-fluoro-6-(3-furyl)-2-[[(2S)-1-methylpyrrolidin-2-yl]methoxy]quinazolin-4-yl]piperazine-1-carboxylate